ClC=1C(=NC=NC1N1CCN(CC1)C)NC1=NNC2=CC(=CC=C12)[C@@H]1C[C@@]12C(NC1=CC=C(C=C21)OC)=O (1R,2S)-2-(3-{[5-chloro-6-(4-methylpiperazin-1-yl)pyrimidin-4-yl]amino}-1H-indazol-6-yl)-5'-methoxyspiro[cyclopropane-1,3'-indol]-2'(1'H)-one